6-chloro-5-(2-oxopropoxy)picolinaldehyde ClC1=C(C=CC(=N1)C=O)OCC(C)=O